prop-2-yn-1-yl 2,2,9-trimethyl-4-oxo-13-(3-oxo-3-(prop-2-yn-1-yloxy)propyl)-3-oxa-5,9,13-triazahexadecan-16-oate CC(C)(OC(NCCCN(CCCN(CCC(=O)OCC#C)CCC(OCC#C)=O)C)=O)C